((2-chloro-6-(trifluoromethyl)pyrrolo[2,1-f][1,2,4]triazin-4-yl)amino)bicyclo[2.2.2]-2-octanecarboxylic acid ethyl ester C(C)OC(=O)C1C2(CCC(C1)CC2)NC2=NC(=NN1C2=CC(=C1)C(F)(F)F)Cl